ClC=1C(=CC(=C(C(=O)NC2=CC(=NC=C2)NS(=O)(=O)[C@@H]2CN(CC2)CCC)C1)OC1=C(C=C(C=C1)F)C)C(F)(F)F (S)-5-chloro-2-(4-fluoro-2-methylphenoxy)-N-(2-(N-(1-propylpyrrolidin-3-yl)sulfonylamino)pyridin-4-yl)-4-(trifluoromethyl)benzamide